C(C)C(COC(C(C(C)C)NC(=O)OC(C)(C)C)=O)CC 2-((tert-Butoxycarbonyl)amino)-3-methylbutanoic acid (S)-2-ethylbutyl ester